2-hydroxy-2-(5-(trifluoromethyl)pyridin-3-yl)acetonitrile OC(C#N)C=1C=NC=C(C1)C(F)(F)F